cyclobuta[f]indene C1=CC=2C1=CC=1C=CCC1C2